3-(7-bromo-1-oxo-6-(trifluoromethoxy)isoindolin-2-yl)piperidine-2,6-dione BrC=1C(=CC=C2CN(C(C12)=O)C1C(NC(CC1)=O)=O)OC(F)(F)F